FC1=C(C(=C(C=C1C(C)C)F)OC)[C@H](C(=O)O)N1C[C@@H](CC1)N(CCCCCC1=NC=2NCCCC2C=C1)C (R)-2-(2,5-difluoro-3-isopropyl-6-methoxyphenyl)-2-((R)-3-(methyl(5-(5,6,7,8-tetrahydro-1,8-naphthyridin-2-yl)pentyl)amino)pyrrolidin-1-yl)acetic acid